methyl (2S)-5-(benzenesulfonamido)-2-(tert-butoxycarbonylamino)-5-oxo-pentanoate C1(=CC=CC=C1)S(=O)(=O)NC(CC[C@@H](C(=O)OC)NC(=O)OC(C)(C)C)=O